tert-butyl (R)-methyl((8-(pyrimidin-5-yl)chroman-4-yl)methyl)carbamate CN(C(OC(C)(C)C)=O)C[C@@H]1CCOC2=C(C=CC=C12)C=1C=NC=NC1